CC=1C(=CC=2N(N1)C(C(=C(N2)C(F)(F)F)C=2C=NN(C2)CC(C(F)(F)F)(F)F)=O)C 7,8-dimethyl-3-[1-(2,2,3,3,3-pentafluoropropyl)-1H-pyrazol-4-yl]-2-(trifluoromethyl)-4H-pyrimido[1,2-b]pyridazin-4-one